(4,5-dihydro-2H,3'H-Spiro[furan-3,1'-isobenzofuran]-4'-yl)methanol boron-aluminum [Al].[B].C12(OCC3=C(C=CC=C13)CO)COCC2